[SiH3]NC(O)=O.C(N)(O[SiH3])=O silyl carbamate (silyl carbamate)